4-((2-(4-((1r,4r)-4-aminocyclohexyl)piperazin-1-yl)ethyl)amino)-2-(2,6-dioxopiperidin-3-yl)isoindoline-1,3-dione NC1CCC(CC1)N1CCN(CC1)CCNC1=C2C(N(C(C2=CC=C1)=O)C1C(NC(CC1)=O)=O)=O